N=1N(N=C2C1C=CC=C2)C2=C(C(=CC(=C2)CCCCC)CCCCCCCCCC)O 2-(2H-benzotriazol-2-yl)-6-decyl-4-pentylphenol